6-(2-(ethylthio)propyl)-2-oxo-4-(propionyloxy)cyclohex-3-ene C(C)SC(CC1CC(=CC(C1)=O)OC(CC)=O)C